4-chloro-N-(2'-chloro-2-fluorobiphenyl-3-yl)pyrrolidine-2-carboxamide ClC1CC(NC1)C(=O)NC=1C(=C(C=CC1)C1=C(C=CC=C1)Cl)F